2-Methylpropyl-4-(4,4,5,5-tetramethyl-1,3,2-dioxaborolan-2-yl)pyrazole CC(CC1=NNC=C1B1OC(C(O1)(C)C)(C)C)C